C(C)C=1C=CC2=CN(N=C2C1NC(=O)N=[S@@](=O)(N)C=1SC(=CN1)C(C)(C)O)C (S)-N'-((6-ethyl-2-methyl-2H-indazol-7-yl)carbamoyl)-5-(2-hydroxy-propan-2-yl)thiazole-2-sulfonimidamide